OC1=C(C=CC=C1)N1N=C(C=CC1=O)C(=O)N 1-(2-hydroxyphenyl)-6-oxo-pyridazine-3-carboxamide